FC=1C=C2C(=CC(=NC2=CC1)C(F)(F)F)N[C@@H]1C[C@@H](CCC1)NC(=O)C=1C=C2C=CC(OC2=CC1)=O N-[(1R,3S)-3-{[6-fluoro-2-(trifluoromethyl)quinolin-4-yl]amino}cyclohexyl]-2-oxo-2H-chromen-6-carboxamide